C(#N)C1=CNC2=C(C=CC(=C12)C)NS(=O)(=O)C=1C=NN(C1F)C1COC1 N-(3-cyano-4-methyl-1H-indol-7-yl)-5-fluoro-1-(oxetan-3-yl)pyrazole-4-sulfonamide